CN1C=NC=2N=CN(C(C12)=O)CC1=NC(=NO1)C1[C@H]2CN(C[C@@H]12)C1=CC=C(C=C1)OC 7-methyl-1-[[3-[(1R,5S,6r)-3-[4-methoxyphenyl]-3-azabicyclo[3.1.0]hexan-6-yl]-1,2,4-oxadiazol-5-yl]methyl]purin-6-one